N-(3-(benzyloxy)-1-(1-(methylsulfonyl)spiro[indoline-3,4'-piperidin]-1'-yl)-1-oxoPropan-2-yl)-2-methylpropanamide C(C1=CC=CC=C1)OCC(C(=O)N1CCC2(CC1)CN(C1=CC=CC=C12)S(=O)(=O)C)NC(C(C)C)=O